zinc(II) sulfate S(=O)(=O)([O-])[O-].[Zn+2]